ClC1=CC=2C=3N(C(=NC2C(=C1)OC)N)N=C(N3)[C@H]3CN(CCC3)C=3C=NN(C3)C |o1:17| (R or S)-9-chloro-7-methoxy-2-(1-(1-methyl-1H-pyrazol-4-yl)piperidin-3-yl)-[1,2,4]triazolo[1,5-c]quinazolin-5-amine